C(C=C)(=O)N1CCN(CC1)C1(COCC1)C1=CC=C(C=C1)[C@H](C)NC=1N=CC2=C(N1)N(C(C=C2)=O)C(C)C 2-{[(1S)-1-{4-[3-(4-acryloylpiperazin-1-yl)tetrahydrofuran-3-yl]Phenyl}ethyl]Amino}-8-(prop-2-yl)pyrido[2,3-d]Pyrimidine-7(8H)-one